O[C@H](CN(C(CC=1C=NC=C(C1)C(F)(F)F)=O)CCC)C=1C=NC=CC1 N-[(2S)-2-hydroxy-2-(3-pyridyl)ethyl]-N-propyl-2-[5-(trifluoromethyl)-3-pyridyl]acetamide